3,5-dimethylhex-3-en-2-yl 2-methyl-3-oxohexanoate CC(C(=O)OC(C)C(=CC(C)C)C)C(CCC)=O